O1CCN(CC1)C=1C=C(C=C(C1)S(=O)(=O)C1=CC=CC=C1)C1=NC(=NS1)N 5-(3-morpholino-5-(benzenesulfonyl)phenyl)-1,2,4-thiadiazol-3-amine